C1(CC1)C=1C=C(C(=O)NC(C)C2=NC=CN=C2N2N=CC=N2)C=C(C1)C(F)(F)F 3-cyclopropyl-N-[1-[3-(triazol-2-yl)pyrazin-2-yl]ethyl]-5-(trifluoromethyl)benzamide